2-(4-fluoro-2-hydroxyphenoxy)-N-(2-methoxypyridin-4-yl)-5-(trifluoromethyl)benzamide FC1=CC(=C(OC2=C(C(=O)NC3=CC(=NC=C3)OC)C=C(C=C2)C(F)(F)F)C=C1)O